N-(4'-((4,4-dioxido-2,3-dihydro-[1,4]oxathiino[3,2-b]pyridin-6-yl)amino)-[2,3'-bipyridin]-6'-yl)acetamide O=S1(CCOC=2C1=NC(=CC2)NC2=C(C=NC(=C2)NC(C)=O)C2=NC=CC=C2)=O